Methyl-2-O-p-methoxybenzyl-3,4-di-O-benzyl-6-levulinyl-alpha-D-galactopyranose C[C@@]1(O)[C@H](OCC2=CC=C(C=C2)OC)[C@@H](OCC2=CC=CC=C2)[C@@H](OCC2=CC=CC=C2)[C@H](O1)C(O)C(CCC(=O)C)=O